CC1=CC=NC=C1C1=C(C(=C(C(=C1[2H])[2H])[2H])[2H])[2H] 4-methyl-5-(phenyl-d5)pyridin